2-(4-Aminophenyl)-N-methyl-1,5-naphthyridine-4-carboxamide NC1=CC=C(C=C1)C1=NC2=CC=CN=C2C(=C1)C(=O)NC